C(C)(C)(C)OC(NC(C(=O)NN)CC1=CC=C(C=C1)O)=O (1-Hydrazino-3-(4-hydroxyphenyl)-1-oxopropan-2-yl)carbamic acid tert-butyl ester